NC=1C2=C(N(C(N1)=O)C1=C(C=CC=C1F)F)N=C(C=C2)C2CC2 4-amino-7-cyclopropyl-1-(2,6-difluorophenyl)pyrido[2,3-d]pyrimidin-2(1H)-one